COC1=C(C=C(C=C1)B(O)O)\C=C\CCC (E)-(4-methoxy-3-(pent-1-en-1-yl)phenyl)boronic acid